C(C)(C)(C)OC(=O)N1[C@@H]2CN([C@H](C1)C2)C(NC2=CC=C(C=C2)OC)=O (1S,4S)-5-((4-methoxyphenyl)carbamoyl)-2,5-diazabicyclo[2.2.1]Heptane-2-carboxylic acid tert-butyl ester